5-{[1-(4-fluorobenzoyl)-4-hydroxypiperidin-4-yl]methyl}-1-(3-methoxyphenyl)-1H,4H,5H-pyrazolo[3,4-d]pyrimidin-4-one FC1=CC=C(C(=O)N2CCC(CC2)(O)CN2C=NC3=C(C2=O)C=NN3C3=CC(=CC=C3)OC)C=C1